N-hexadecyl-ammonium hydroxide salt [OH-].C(CCCCCCCCCCCCCCC)[NH3+]